2-(1,4-dibenzylpiperazin-2-yl)acetonitrile C(C1=CC=CC=C1)N1C(CN(CC1)CC1=CC=CC=C1)CC#N